tert-Butyl rac-(3S)-3-methyl-6-(trifluoromethylsulfonyloxy)-3,4-dihydro-2H-pyridine-1-carboxylate C[C@@H]1CN(C(=CC1)OS(=O)(=O)C(F)(F)F)C(=O)OC(C)(C)C |r|